2-[3-(4-ethylpyrazol-1-yl)-1-[2-[[1-[2-[4-[(4-methylpiperazin-1-yl)methyl]-1-piperidyl]-2-oxo-ethyl]pyrazol-4-yl]amino]-[1,2,4]triazolo[1,5-a]pyridin-8-yl]azetidin-3-yl]acetonitrile C(C)C=1C=NN(C1)C1(CN(C1)C=1C=2N(C=CC1)N=C(N2)NC=2C=NN(C2)CC(=O)N2CCC(CC2)CN2CCN(CC2)C)CC#N